tert-butyl 3-(6-cyano-5,8-difluoro-7-(8-fluoro-3-(methoxymethoxy)naphthalen-1-yl)-2-(methylsulfonyl)quinazolin-4-yl)-3,8-diazabicyclo[3.2.1]octane-8-carboxylate C(#N)C=1C(=C2C(=NC(=NC2=C(C1C1=CC(=CC2=CC=CC(=C12)F)OCOC)F)S(=O)(=O)C)N1CC2CCC(C1)N2C(=O)OC(C)(C)C)F